8-bromo-N-[(2,4-dimethoxyphenyl)methyl]-7-fluoro-3-methyl-pyrrolo[1,2-a]pyrazine-6-carboxamide BrC=1C(=C(N2C1C=NC(=C2)C)C(=O)NCC2=C(C=C(C=C2)OC)OC)F